tert-Butyl 4-[4-[4-[(1R)-1-(5-fluoro-2-pyridyl)ethoxy]-3-formyl-pyrazolo[1,5-a]pyridin-6-yl]-5-methyl-triazol-1-yl]piperidine-1-carboxylate FC=1C=CC(=NC1)[C@@H](C)OC=1C=2N(C=C(C1)C=1N=NN(C1C)C1CCN(CC1)C(=O)OC(C)(C)C)N=CC2C=O